1-(3-chloro-4-(4-((5-isopropyl-8-((2R,3S)-2-methyl-3-((methanesulfonyl)methyl)azetidin-1-yl)isoquinolin-3-yl)amino)pyrimidin-2-yl)-1H-pyrazol-1-yl)propan-2-one ClC1=NN(C=C1C1=NC=CC(=N1)NC=1N=CC2=C(C=CC(=C2C1)C(C)C)N1[C@@H]([C@H](C1)CS(=O)(=O)C)C)CC(C)=O